NC1=C2N(C(N(C2=NC=N1)C1CC=C(CC1)C(=O)O)=O)C1=CC=C(C=C1)CNC(C1=C(C=CC(=C1)F)OC)=O 4-(6-amino-7-(4-((5-fluoro-2-methoxybenzamido)methyl)phenyl)-8-oxo-7H-purin-9(8H)-yl)cyclohexenecarboxylic acid